N1C(=NC2=C1C=CC=C2)C2=NC(=NN2C)NC(C2=CC(=C(C=C2)OC)Cl)=O N-[5-(1H-benzimidazol-2-yl)-1-methyl-1,2,4-triazol-3-yl]-3-chloro-4-methoxy-benzamide